behenyl maleate C(\C=C/C(=O)[O-])(=O)OCCCCCCCCCCCCCCCCCCCCCC